CC1(COCC1)C 3,3-Dimethyltetrahydrofuran